2-methyl-1,6-dihydro-7H-pyrrolo[2,3-c]pyridin-7-one CC1=CC2=C(C(NC=C2)=O)N1